C(C)(C)(C)OC(=O)N1[C@H]2CC(C[C@@H]1CC2)N(C=2C1=CN(N=C1C(=CC2)C(=O)OC)CC)C methyl 4-{[(1R,5S)-8-(tert-butoxy carbonyl)-8-azabicyclo[3.2.1]octan-3-yl](methyl)amino}-2-ethylindazole-7-carboxylate